(6-(4-(hydroxymethyl)piperidin-1-yl)-2-methylpyridin-3-yl)piperidine-2,6-dione OCC1CCN(CC1)C1=CC=C(C(=N1)C)N1C(CCCC1=O)=O